1-[[3-[2-fluoro-4-[(2-methylimidazol-1-yl)methyl]phenyl]-5-isobutyl-2-thienyl]sulfonyl]-3-(2-hydroxyethyl)urea FC1=C(C=CC(=C1)CN1C(=NC=C1)C)C1=C(SC(=C1)CC(C)C)S(=O)(=O)NC(=O)NCCO